oxo-3',4'-dihydrospiro[azetidine-3,2'-pyrido[3,2-b][1,4]oxazine]-1-carboxylic acid tert-butyl ester C(C)(C)(C)OC(=O)N1CC2(C(NC3=C(O2)C=CC=N3)=O)C1